1-((1r,4r)-4-((7-(5-((R)-1,2-Dithiolan-3-yl)pentanoyl)-7H-pyrrolo[2,3-d]pyrimidin-4-yl)(methyl)amino)cyclohexyl)-N-methylmethanesulfonamide S1S[C@@H](CC1)CCCCC(=O)N1C=CC2=C1N=CN=C2N(C2CCC(CC2)CS(=O)(=O)NC)C